1-(2-chloropyrimidin-4-yl)-8-fluoro-5,6-dihydro-4H-imidazo-[4,5,1-ij]quinolin-2(1H)-one ClC1=NC=CC(=N1)N1C(N2CCCC3=CC(=CC1=C23)F)=O